CN1C(C=2N=CN([C@H]3[C@H](OC)[C@H](O)[C@@H](CO)O3)C2N=C1)=O 1,2'-O-dimethylinosine